3-(1-methyl-1H-pyrazol-4-yl)tetrahydropyrimidin CN1N=CC(=C1)N1CNCCC1